C(CCC)[Sn](C=1OC(=CC1)C)(CCCC)CCCC 2-(tri-n-butyl)stannyl-5-methyl-furan